BrC1=CC=CC2=C1N=C(S2)CNC(=O)C2(CC1=CC=CC=C1C2)CC(=O)O 2-(2-(((4-bromobenzo[d]thiazol-2-yl)methyl)carbamoyl)-2,3-dihydro-1H-inden-2-yl)acetic acid